[(2R,3S,4R,5R)-5-(6-anilinopurin-9-yl)-3,4-dihydroxy-tetrahydro-furan-2-yl]methoxy-methylphosphonic acid N(C1=CC=CC=C1)C1=C2N=CN(C2=NC=N1)[C@H]1[C@@H]([C@@H]([C@H](O1)COCP(O)(O)=O)O)O